(2S,5S)-2-(1-(4-Bromophenyl)-3-(4-fluorophenyl)-1H-pyrazol-4-yl)-5-methyl-4-oxooxazole BrC1=CC=C(C=C1)N1N=C(C(=C1)C=1O[C@H](C(N1)=O)C)C1=CC=C(C=C1)F